3-[2-(3-ethoxy-3-oxo-propoxy)ethoxy]propionic acid C(C)OC(CCOCCOCCC(=O)O)=O